BrC=1C=C(C=2N(C1)C=CN2)C 6-bromo-8-methyl-imidazo[1,2-a]pyridine